O[C@H]1CC[C@H]2OC=3C=CC=C(C3C([C@H]21)=O)O (1S,3aR,9aS)-1,8-dihydroxy-2,3,3a,9a-tetrahydro-1H-cyclopenta[b]chromen-9-one